(S)-8-Bromo-1,2,4a,5-tetrahydrobenzo[b]pyrazino[1,2-d][1,4]oxazine-3(4H)-carboxylic acid tert-butyl ester C(C)(C)(C)OC(=O)N1C[C@@H]2N(C3=C(OC2)C=C(C=C3)Br)CC1